3-[2-(2-Diethylamino-acetoxy)-2,2-di-thiophen-2-yl-acetoxy]-1-(3-phenoxy-propyl)-1-azonia-bicyclo[2.2.2]octane C(C)N(CC(=O)OC(C(=O)OC1C[N+]2(CCC1CC2)CCCOC2=CC=CC=C2)(C=2SC=CC2)C=2SC=CC2)CC